5-chloro-2-((3R,5S)-4,4-difluoro-3,5-dimethylpiperidin-1-yl)-6-((1-methyl-3-((3-methyloxetan-3-yl)methoxy)-2-oxo-1,2-dihydroquinolin-6-yl)amino)nicotinonitrile ClC=1C(=NC(=C(C#N)C1)N1C[C@H](C([C@H](C1)C)(F)F)C)NC=1C=C2C=C(C(N(C2=CC1)C)=O)OCC1(COC1)C